BrC1=CC=C(C(=N1)C=O)F 6-bromo-3-fluoropyridinealdehyde